OC=1C=C2CC[C@H]([C@H](C2=CC1)C1=C(C=C(C=C1)N1CCC(CC1)C=O)C)C1=CC=CC=C1 1-(4-((1S,2R)-6-hydroxy-2-phenyl-1,2,3,4-tetrahydronaphthalen-1-yl)-3-methylphenyl)piperidine-4-carbaldehyde